(3aS,7aS)-hexahydroisobenzofuran-1,3-dione C1(OC([C@H]2CCCC[C@H]12)=O)=O